tert-butyl (2-chloro-4-(1H-pyrrolo[2,3-b]pyridin-4-yl)benzyl)carbamate ClC1=C(CNC(OC(C)(C)C)=O)C=CC(=C1)C1=C2C(=NC=C1)NC=C2